N-[(4-bromo-2-chlorophenyl)sulfonyl]-1-(2-cyclopropylethyl)-1H-1,2,3-triazole-4-carboxamide BrC1=CC(=C(C=C1)S(=O)(=O)NC(=O)C=1N=NN(C1)CCC1CC1)Cl